ClC=1C=C(C=CC1)C=1N=CSC1 4-(3-chlorophenyl)thiazol